ClC=1C(=NC=CC1)C(C(C)(S(=O)N)C)=C 3-chloropyridin-2-yl-(methylene)-2-methylpropane-2-sulfinamide